C(C)(C)N1C=CC2=CC(=CC=C12)C1=NC(=NO1)C1=C(C=CC=C1)OC(F)(F)F 5-(1-isopropyl-1H-indol-5-yl)-3-(2-(trifluoromethoxy)phenyl)-1,2,4-oxadiazole